COC1=CC=C(C=C1)CCC(C)=O (4-p-methoxyphenyl)-2-butanone